O1C=NC(=C1)CNC(=O)C1=NC(=CC=C1)N1CCN(CCC1)C1CCN(CC1)C(C)C N-(1,3-Oxazol-4-ylmethyl)-6-{4-[1-(propan-2-yl)piperidin-4-yl]-1,4-diazepan-1-yl}pyridine-2-carboxamide